3-(quinoline-6-yl)propionic acid N1=CC=CC2=CC(=CC=C12)CCC(=O)O